OC=1N(N=C2C1CN(CC2)CC2=CC=C(C#N)C=C2)C2=NC=C(C=C2)C(F)(F)F 4-((3-hydroxy-2-(5-(trifluoromethyl)pyridin-2-yl)-2,4,6,7-tetrahydro-5H-pyrazolo[4,3-c]pyridin-5-yl)methyl)benzonitrile